6-(m-tolyl)-1-(3-pyridylmethyl)-3H-imidazo[4,5-b]pyridin-2-one C1(=CC(=CC=C1)C=1C=C2C(=NC1)NC(N2CC=2C=NC=CC2)=O)C